3-mercaptopropyl-ethoxydipropyloxysilane SCCC[Si](OCCC)(OCCC)OCC